C(C)(=O)NC1=C(C=CC=C1)C(CC(C(=O)OCCCC)NC(C(CC(=O)C1=C(C=CC=C1)NC(C)=O)NC(CCC)=O)=O)=O butyl 4-(2-acetamidophenyl)-2-(4-(2-acetamidophenyl)-2-butyramido-4-oxobutanamido)-4-oxobutanoate